3-methoxy-1-propylbutanol COC(CC(O)CCC)C